(1S,2E)-3-{(1R,2R,3S,5R)-2-[(2Z)-7-(ethylamino)-7-oxohept-2-en-1-yl]-3,5-dihydroxycyclopentyl}-1-(2-phenylethyl)prop-2-en-1-yl 6-(nitrooxy)hexanoate [N+](=O)([O-])OCCCCCC(=O)O[C@H](\C=C\[C@@H]1[C@H]([C@H](C[C@H]1O)O)C\C=C/CCCC(=O)NCC)CCC1=CC=CC=C1